C(C)(C)C1=CC=C(C=C1)C(C)C 1,4-di-isopropyl-benzene